C(/C1=CC=CC=C1)=C\1/OC2=C(C1=O)C(=CC(=C2C2CCN(CC2)C)OC)OC (Z)-2-benzylidene-4,6-dimethoxy-7-(1-methylpiperidin-4-yl)benzofuran-3(2H)-one